(3R,5R,8R,9S,10S,13S,14S,17S)-17-Acetyl-10,13-dimethylhexadecahydro-1H-cyclopenta[a]phenanthren-3-yl acetylglycinate C(C)(=O)NCC(=O)O[C@@H]1CC[C@@]2([C@H]3CC[C@@]4([C@H](CC[C@H]4[C@@H]3CC[C@@H]2C1)C(C)=O)C)C